ClC=1C=C(C=CC1C(=O)N1CCN(CC1)C(C[C@H]1CNCC1)=O)NC(=O)C=1N(C(=CN1)C=1C(=NC(=CC1)OC)C(F)(F)F)C N-[3-chloro-4-[4-[2-[(3S)-pyrrolidin-3-yl]acetyl]piperazine-1-carbonyl]phenyl]-5-[6-methoxy-2-(trifluoromethyl)-3-pyridyl]-1-methyl-imidazole-2-carboxamide